CCCCCCCCCCCCCCCC[N+](C)(C)C.[Cl-] The molecule is the organic chloride salt of cetyltrimethylammonium. It has a role as a surfactant. It is a quaternary ammonium salt and an organic chloride salt. It contains a cetyltrimethylammonium ion.